[N+](=O)([O-])C1=C(CC#N)C=C(C(=C1)OCC1=CC=CC=C1)OCC1=CC=CC=C1 2-nitro-4,5-dibenzyloxybenzyl cyanide